1-methyl-4-(1-methylethyl)-2-(1-propen-1-yl)benzene CC1=C(C=C(C=C1)C(C)C)C=CC